C(CCCCCCC\C=C/CCCCCCCC)ON(CCCC1CNCCC1)OCCCCCCCC\C=C/CCCCCCCC dioleyloxy-3-piperidylpropylamine